3,3'-diamino-2,2'-bipyridine iron [Fe].NC=1C(=NC=CC1)C1=NC=CC=C1N